1-(2-Aminoethyl)piperazin NCCN1CCNCC1